The molecule is a pentacyclic triterpenoid isolated from the leaves of Garcia parviflora. It is a pentacyclic triterpenoid and a hydroxy monocarboxylic acid. It derives from a friedelin. C[C@@]12CC[C@@]3([C@H]4CC[C@]5([C@H]([C@@]4(CC[C@]3([C@@H]1CC(CC2)(C)C)C)C)CC[C@@H]([C@@H]5CC(=O)O)O)C)C